8-(1-aminoethyl)-2-(4-methoxyphenyl)-3,6-dimethylquinolin-4(3H)-one NC(C)C=1C=C(C=C2C(C(C(=NC12)C1=CC=C(C=C1)OC)C)=O)C